CN(C(=O)C1=CC2=C(N=C(S2)N[C@@H]2C[C@@H](CC2)CNC(=O)C2=CC(=NO2)C)C=C1)C |r| N-[[rac-(1R,3S)-3-[[6-(dimethylcarbamoyl)-1,3-benzothiazol-2-yl]amino]cyclopentyl]methyl]-3-methyl-isoxazole-5-carboxamide